(S)-3-(benzyloxy)propane-1,2-diol di(dodecanoate) C(CCCCCCCCCCC)(=O)OC[C@H](COCC1=CC=CC=C1)OC(CCCCCCCCCCC)=O